COCOC1=C(N)C=CC(=C1)N1CCN(CC1)C 2-(methoxymethoxy)-4-(4-methyl-1-piperazinyl)-aniline